FC1=NC(=CC=C1)C(F)(F)F 2-fluoro-6-(trifluoromethyl)pyridine